3-(5-(8-((adamantan-1-yl)amino)octyl)-1-oxo-isoindolin-2-yl)piperidine-2,6-dione C12(CC3CC(CC(C1)C3)C2)NCCCCCCCCC=2C=C3CN(C(C3=CC2)=O)C2C(NC(CC2)=O)=O